C1(CCCCC1)NC1=C(C=NC2=CC=C(C=C12)OC)S(=O)(=O)C1=CC=C(C=C1)CC N-cyclohexyl-3-((4-ethylphenyl)sulfonyl)-6-methoxyquinolin-4-amine